3-((3-(3-((difluoromethyl)thio)-7-(((3S,4R)-3-fluoro-1-methylpiperidin-4-yl)amino)pyrazolo[1,5-a]pyridin-2-yl)prop-2-yn-1-yl)amino)-4-methoxy-N-methylbenzamide FC(SC=1C(=NN2C1C=CC=C2N[C@H]2[C@H](CN(CC2)C)F)C#CCNC=2C=C(C(=O)NC)C=CC2OC)F